COC1=CC(=CN=N1)C=1C=CC(=C(C1)O)C=1N=NC(=CC1)N1C[C@H](CC1)NC1(CC1)C 5-(6-methoxypyridazin-4-yl)-2-{6-[(3S)-3-[(1-methylcyclopropyl)amino]pyrrolidin-1-yl]pyridazin-3-yl}phenol